1-(4-bromo-2-methylphenyl)-4-methylpiperazine BrC1=CC(=C(C=C1)N1CCN(CC1)C)C